(1R,2S,6R,7S)-4-[6-[4-(trifluoromethyl)phenoxy]-1,3-benzothiazol-2-yl]-4-azatricyclo[5.2.1.02,6]dec-8-en-3,5-dione FC(C1=CC=C(OC2=CC3=C(N=C(S3)N3C([C@H]4[C@H]5C=C[C@@H]([C@H]4C3=O)C5)=O)C=C2)C=C1)(F)F